((2R,3S,4R,5R)-5-(2-amino-6-oxo-1,6-dihydro-9H-purin-9-yl)-4-hydroxy-3-methoxytetrahydrofuran-2-yl)methyl hydrogen (1H-imidazol-1-yl)phosphonate, Sodium salt [Na].N1(C=NC=C1)P(OC[C@H]1O[C@H]([C@@H]([C@@H]1OC)O)N1C=2N=C(NC(C2N=C1)=O)N)(O)=O